COC=1C=CC2=C(C1)SCC1=C2N(N=C1C(=O)[O-])C1=CC=C(C=C1)CN1CCOCC1 7-Methoxy-1-(4-(morpholinylmethyl)phenyl)-1,4-dihydrothiochromeno[4,3-c]pyrazole-3-carboxylate